C(C(=C)C)(=O)OC(COCC)COCC 1,3-diethoxy-2-propanol methacrylate